Oxalyl-Coa C(C(=O)O)(=O)SCCNC(CCNC([C@@H](C(COP(OP(OC[C@@H]1[C@H]([C@H]([C@@H](O1)N1C=NC=2C(N)=NC=NC12)O)OP(=O)(O)O)(=O)O)(=O)O)(C)C)O)=O)=O